(E)-3-(4-cyano-1-(pyridin-2-ylmethyl)-1H-indol-3-yl)-2-cyanoacrylate C(#N)C1=C2C(=CN(C2=CC=C1)CC1=NC=CC=C1)/C=C(/C(=O)[O-])\C#N